C1(=CC=CC=C1)C(C(=O)O)(O)C.C1(=CC=CC=C1)C(C(=O)O)(O)C phenyllactic acid (Phenyllactate)